C(CCCCC)OC=1C=CC=2N=CN=C(C2N1)N[C@H]1CCCC2=CC=CC=C12 6-Hexoxy-N-[(1S)-tetralin-1-yl]pyrido[3,2-d]pyrimidin-4-amine